O1C=C(C2=C1C=CC=C2)C2=NSC(=C2)N (benzofuran-3-yl)isothiazol-5-amine